C(C1=CC=CC=C1)(C1=CC=CC=C1)N1[C@@H]([C@H](C1)CS(=O)(=O)O)C.FC(N1N=CC(=C1)C1=C(C=C(C=N1)NC(CC1=C(C=CC=C1)F)=O)S(N)(=O)=O)F N-{6-[1-(difluoromethyl)-1H-pyrazol-4-yl]-5-sulfamoylpyridin-3-yl}-2-(2-fluorophenyl)acetamide (2R,3S)-1-benzhydryl-2-methylazetidin-3-yl-methanesulfonate